C(C)(C)(C)OC(=O)N1CC2=C(CC1)NN=C2C(=O)N2CCC(CC2)C2=C(C=C(C=C2)F)C(F)(F)F 3-(4-(4-fluoro-2-(trifluoromethyl)phenyl)piperidine-1-carbonyl)-1,4,6,7-tetrahydro-5H-pyrazolo[4,3-c]pyridine-5-carboxylic acid tert-butyl ester